BrC1=C(N)C=C(C(=C1)Cl)OC 2-BROMO-4-CHLORO-5-METHOXYANILINE